3',6'-di(azetidin-1-yl)-6-iodo-3H-spiro[isobenzofuran-1,9'-xanthen]-3-one N1(CCC1)C=1C=CC=2C3(C4=CC=C(C=C4OC2C1)N1CCC1)OC(C1=CC=C(C=C13)I)=O